racemic-tert-butyl (1S,2S,5R)-2-fluoro-3-oxo-9-azabicyclo[3.3.1]nonane-9-carboxylate F[C@H]1[C@@H]2CCC[C@H](CC1=O)N2C(=O)OC(C)(C)C |r|